2-[2-[tert-butyl-(dimethyl)silyl]oxyethyl]cyclopropanol C(C)(C)(C)[Si](OCCC1C(C1)O)(C)C